methyl 3-(azepan-1-yl)-6-chloropyridazine-4-carboxylate N1(CCCCCC1)C=1N=NC(=CC1C(=O)OC)Cl